FC=1C=C(C=CC1F)[C@@H](NC(=O)N1[C@@H](C(NCC1)=O)C)C1=NC(=C(C=C1)F)C(F)(F)F (2R)-N-((R)-(3,4-difluorophenyl)(5-fluoro-6-(trifluoro-methyl)pyridin-2-yl)methyl)-2-methyl-3-oxopiperazine-1-carboxamide